FC=1C=2N(C=C(C1)F)N=CC2C(=O)[O-].[K+] potassium 4,6-difluoropyrazolo[1,5-a]pyridine-3-carboxylate